3-(2-bromobenzyl)-2,5-dimethyl-aniline BrC1=C(CC=2C(=C(N)C=C(C2)C)C)C=CC=C1